ClC=1C(=NC(=NC1)NC1=C(C=C(C=C1)N1CCN(CC1)CC=1C=C2C(N(C(C2=CC1)=O)C1C(NC(CC1)=O)=O)=O)OC)NC1=C(C=CC=C1)P(=O)(C)C 5-((4-(4-((5-chloro-4-((2-(dimethylphosphoryl)phenyl)amino)pyrimidin-2-yl)amino)-3-methoxyphenyl)piperazin-1-yl)methyl)-2-(2,6-dioxopiperidin-3-yl)isoindoline-1,3-dione